C[Si](OC)(OC)OC methyl-tris(methoxy)silane